COC1=C(C=CC(=C1)OC)CNC1=NC=CC=2C(=CC=CC12)NCC12CC(C1)(C2)COC=2C=CC=1N(C2)C=CN1 1-N-[(2,4-Dimethoxyphenyl)methyl]-5-N-[[3-(imidazo[1,2-a]pyridin-6-yloxymethyl)-1-bicyclo[1.1.1]pentanyl]methyl]isoquinoline-1,5-diamine